COC(C1=CN=C(C(=C1)C(C)C)NC1=NC(=NS1)C1=NC=C(C=C1)OC(C)C)=O Methyl-6-((3-(5-isopropoxypyridin-2-yl)-1,2,4-thiadiazol-5-yl)amino)-5-isopropylnicotinate